FC1=CC2=C(N=C(N=C2)NC2CCN(CC2)S(=O)(=O)C)N(C1=O)[C@H]1[C@](CCC1)(C)O (-)-6-fluoro-8-[(1R,2R)-2-hydroxy-2-methylcyclopentyl]-2-{[1-(methylsulfonyl)piperidin-4-yl]amino}pyrido[2,3-d]pyrimidin-7(8H)-one